ClC=1C(=NC(=NC1)N[C@H]1[C@@H](COCC1)O)C1=CN=C(S1)[C@H]1[C@H](CN(CC1)C)C (3S,4R)-4-((5-chloro-4-(2-((3R,4R)-1,3-dimethylpiperidin-4-yl)thiazol-5-yl)pyrimidin-2-yl)amino)tetrahydro-2H-pyran-3-ol